CC(CCC)=O 2-Pentanon